CN(C)CC1=C(C=C(C=C1)/C=C/C(=O)C1=CC=C(C=C1)OC)O (E)-3-[4-[(Dimethylamino)methyl]-3-hydroxyphenyl]-1-(4-methoxyphenyl)prop-2-en-1-one